FC=1C=C(C=CC1)C=1C=CC(=NC1)NC=1C=C(C(=O)NC2(CC2)C2=CC=CC=C2)C=CC1 3-((5-(3-fluorophenyl)pyridin-2-yl)amino)-N-(1-phenylcyclopropyl)benzamide